CN1C=C(C2=CC=CC=C12)CC(=O)OC methyl N-methylindol-3-acetate